1'-[2-bromo-1,4-phenylenedi-(methylene)]-bis-1,4,8,11-tetraazacyclotetradecane BrC1=C(C=CC(=C1)CN1CCNCCCNCCNCCC1)CN1CCNCCCNCCNCCC1